tert-butyl 2-[4-[2-(2,2-dimethylpropanoyl)hydrazino]-7-morpholino-2-oxo-pyrido[3,2-d]pyrimidin-1-yl]-acetate CC(C(=O)NNC=1C2=C(N(C(N1)=O)CC(=O)OC(C)(C)C)C=C(C=N2)N2CCOCC2)(C)C